2-(4-fluorobenzamido)butanoic acid FC1=CC=C(C(=O)NC(C(=O)O)CC)C=C1